2-(phenylethynyl)-1,3-dithiane C1(=CC=CC=C1)C#CC1SCCCS1